C(C)C(CC)(CC)CC 3,3-Diethylpentan